C(C)(C)(C)C=1C=C(C=NC1)C1CC(CC1)C1=CC(=NN1)NC1=C(C2=C(NS(C2)(=O)=O)C=C1)F 5-((5-(3-(5-(tert-butyl)pyridin-3-yl)cyclopentyl)-1H-pyrazol-3-yl)amino)-4-fluoro-1,3-dihydrobenzo[c]isothiazole 2,2-dioxide